COC([C@@H](NC1=C(C=CC=C1C)C)C)=O |r| racemic-N-(2,6-xylyl)alanine methyl ester